Benzal malonate C1(CC(=O)OC(C2=CC=CC=C2)O1)=O